methylpiperidine-1-carboxylic acid CC1N(CCCC1)C(=O)O